5-(1-((2-(trimethylsilyl)ethoxy)methyl)-1H-pyrazol-4-yl)nicotinic acid C[Si](CCOCN1N=CC(=C1)C=1C=NC=C(C(=O)O)C1)(C)C